C(C)(C)NC1=NC(=NC(=N1)SC)NC(CC(=O)O)C 3-(4-isopropylamino-6-(methylthio)-1,3,5-triazin-2-yl-amino)butanoic acid